4-(2'-amino-5-(dimethylcarbamoyl)-[2,3'-bipyridine]-5'-yl)-1H-pyrrolo[2,3-b]Pyridine-2-carboxylic acid methyl ester COC(=O)C1=CC=2C(=NC=CC2C=2C=C(C(=NC2)N)C2=NC=C(C=C2)C(N(C)C)=O)N1